5-chloro-2-(4,4-difluoroazepan-1-yl)-4-(trifluoromethyl)benzamide ClC=1C(=CC(=C(C(=O)N)C1)N1CCC(CCC1)(F)F)C(F)(F)F